CN(C(CN1N=C(C=C1)NC(=O)N[C@H]1CCOC2=C(C=CC=C12)C)=O)C (S)-N,N-dimethyl-2-(3-(3-(8-methylchroman-4-yl)ureido)-1H-pyrazol-1-yl)acetamide